(1R,4R)-4-((4-(4-(dimethylamino)piperidin-1-yl)-6-((5-(5-phenyl-1,3,4-oxadiazole-2-yl)thiazol-2-yl)amino)pyrimidin-2-yl)amino)cyclohexan-1-ol CN(C1CCN(CC1)C1=NC(=NC(=C1)NC=1SC(=CN1)C=1OC(=NN1)C1=CC=CC=C1)NC1CCC(CC1)O)C